1-((S)-2-hydroxy-2-((1S,4aS,4bR,6aS,8R,10aS,10bR,12aS)-8-hydroxy-12a-methyl-8-propyloctadecahydrochrysen-1-yl)propyl)-1H-pyrazole-4-carbonitrile O[C@@](CN1N=CC(=C1)C#N)(C)[C@H]1CCC[C@H]2[C@@H]3CC[C@H]4C[C@](CC[C@@H]4[C@H]3CC[C@]12C)(CCC)O